[4-(5-chlorooxazolo[4,5-b]pyridin-2-yl)piperazin-1-yl]-[4-[1-(3-methyloxetan-3-yl)triazol-4-yl]phenyl]methanone ClC1=CC=C2C(=N1)N=C(O2)N2CCN(CC2)C(=O)C2=CC=C(C=C2)C=2N=NN(C2)C2(COC2)C